OC1C(COC1)C1=CC=C(CC=2C(=NC3=CC=CC=C3C2)O)C=C1 3-(4-(4-hydroxytetrahydrofuran-3-yl)benzyl)quinolin-2-ol